C(C)OC(=O)C1=C(N(C(=C(C1=O)Br)CN1N=C(C=C1)OCC1=CC=CC=C1)CC)C1=CC(=C(C=C1)Cl)Cl 6-[(3-benzyloxypyrazol-1-yl)methyl]-5-bromo-2-(3,4-dichlorophenyl)-1-ethyl-4-oxo-pyridine-3-carboxylic acid ethyl ester